C(C)OCC(C(=O)O)=C (ethoxymethyl)acrylic acid